N=1C=NN2C1C=C(C=C2)OC2=C(C=C(C=C2)NC2=NC=NN1C2=C(C=C1)C1C2CN(C(C1)CC2)C(\C=C\CN(C)C)=O)C (E)-1-(5-(4-((4-([1,2,4]triazolo[1,5-a]pyridin-7-yloxy)-3-methylphenyl)amino)pyrrolo[2,1-f][1,2,4]triazin-5-yl)-2-azabicyclo[2.2.2]octan-2-yl)-4-(dimethylamino)but-2-en-1-one